4-(4-(4,4,5,5-tetramethyl-1,3,2-dioxaborolan-2-yl)benzoyl)morpholine CC1(OB(OC1(C)C)C1=CC=C(C(=O)N2CCOCC2)C=C1)C